(S,E)-methyl 7-(1-(2-((1R,2R,4S)-bicyclo[2.2.1]heptan-2-ylamino)-2-oxoethyl)-2-oxo-1,2-dihydropyridin-3-ylamino)-6-(3-methylbenzofuran-2-carboxamido)-7-oxohept-2-enoate [C@@H]12[C@@H](C[C@@H](CC1)C2)NC(CN2C(C(=CC=C2)NC([C@H](CC/C=C/C(=O)OC)NC(=O)C=2OC1=C(C2C)C=CC=C1)=O)=O)=O